C(C)(=O)N[C@@H]([C@H](O)C)C(=O)O DL-N-acetyl-threonine